(4S,11S,15S)-1-(4-aminophenyl)-4-[(naphthalen-2-yl)methyl]-2,5,13-trioxo-3,6,12,14-tetraazaheptadecane-11,15,17-tricarboxylic acid NC1=CC=C(C=C1)CC(N[C@H](C(NCCCC[C@H](NC(N[C@@H](CCC(=O)O)C(=O)O)=O)C(=O)O)=O)CC1=CC2=CC=CC=C2C=C1)=O